[Na].[Sc] scandium-sodium